tert-butyl ((S)-1-(6-ethylidene-3-phenyladamantane-1-carbonyl)-3,3-dimethylpiperidin-4-yl)carbamate C(C)=C1C2CC3(CC(CC1C3)(C2)C(=O)N2CC([C@H](CC2)NC(OC(C)(C)C)=O)(C)C)C2=CC=CC=C2